[4-Fluoro-3-(7-morpholin-4-yl-quinazolin-4-yl)-phenyl]pyrrolo[1,2-a]-pyrazin-1-ylmethanol FC1=C(C=C(C=C1)C(O)C=1C=2N(C=CN1)C=CC2)C2=NC=NC1=CC(=CC=C21)N2CCOCC2